europium gluconate O=C([C@H](O)[C@@H](O)[C@H](O)[C@H](O)CO)[O-].[Eu+3].O=C([C@H](O)[C@@H](O)[C@H](O)[C@H](O)CO)[O-].O=C([C@H](O)[C@@H](O)[C@H](O)[C@H](O)CO)[O-]